2-(acetoxy)benzoic acid C(C)(=O)OC1=C(C(=O)O)C=CC=C1